2,5-dihydrothiophen S1CC=CC1